N-(6-(difluoromethyl)pyridin-2-yl)-6-isopropoxy-2-(oxetan-3-yl)-2H-indazole FC(C1=CC=CC(=N1)N1N(CC2=CC=C(C=C12)OC(C)C)C1COC1)F